NC[C@@H](CP(O)(=O)C)O (3-amino-2-(S)-hydroxypropyl)methylphosphinic acid